CN1N=CC(=C1)CCCOC1=CC=CC=2CCN(CCC21)CCCC(=O)O 4-{6-[3-(1-methyl-1H-pyrazole-4-yl)propoxy]-1,2,4,5-tetrahydro-3H-3-benzazepin-3-yl}butanoic acid